1,3-Bis(aminomethyl)-4,5-dimethoxycyclohexane NCC1CC(C(C(C1)OC)OC)CN